FC1=C(C=CC(=C1F)C)N 2,3-difluoro-4-methylbenzenamine